2-amino-4-(6,8-difluoro-2-(((2R,7aS)-2-fluorotetrahydro-1H-pyrrolizin-7a(5H)-yl)methoxy)-4-(methyl((S)-pyrrolidin-3-yl)amino)quinazolin-7-yl)-7-fluorobenzo[b]thiophene-3-carbonitrile NC1=C(C2=C(S1)C(=CC=C2C2=C(C=C1C(=NC(=NC1=C2F)OC[C@]21CCCN1C[C@@H](C2)F)N([C@@H]2CNCC2)C)F)F)C#N